C1N=CC=CC2(C13C1=CC=CC=C1C=C2NCC3)O 6,11b-(epiminoethano)naphtho[1,2-c]azepin-5a(1H)-ol